(3R,5S)-3-[4-[(Z)-dimethylaminomethyleneamino]-2-oxo-3-(4-phenoxyphenyl)imidazo[4,5-c]Pyridin-1-yl]-5-hydroxy-piperidine-1-carboxylic acid tert-butyl ester C(C)(C)(C)OC(=O)N1C[C@@H](C[C@@H](C1)O)N1C(N(C=2C(=NC=CC21)\N=C/N(C)C)C2=CC=C(C=C2)OC2=CC=CC=C2)=O